CS(=O)(=O)C1=CC(=C(C=C1)NCC#CC=1N(C2=CC=CC(=C2C1)NC1CCN(CC1)CC(COC)O)CC(F)(F)F)C 1-{4-[(2-{3-[(4-methanesulfonyl-2-methylphenyl)amino]prop-1-yn-1-yl}-1-(2,2,2-trifluoroethyl)-1H-indol-4-yl)amino]piperidin-1-yl}-3-methoxypropan-2-ol